ClC=1C=C2C(=NC1OC)C(=C(N2C)C2=NN=C(N2)C(F)(F)F)C=2C=NNC2 chloro-5-methoxy-1-methyl-3-(1H-pyrazol-4-yl)-2-(5-(trifluoromethyl)-4H-1,2,4-triazol-3-yl)-1H-pyrrolo[3,2-b]pyridine